(S)-tert-butyl 2-((S)-1-hydroxypropyl)pyrrolidine-1-carboxylate O[C@@H](CC)[C@H]1N(CCC1)C(=O)OC(C)(C)C